tert-butyl (S)-2-((S)-1-(3-(methoxycarbonyl)-4-methylphenoxy)ethyl)azetidine-1-carboxylate COC(=O)C=1C=C(O[C@@H](C)[C@H]2N(CC2)C(=O)OC(C)(C)C)C=CC1C